Saccharat [O-]C(=O)[C@H](O)[C@@H](O)[C@H](O)[C@H](O)C(=O)[O-]